C1(=CC=CC2=CC=CC=C12)C1=CC=C(C=CC2=C(C=CC=C2)[N+]#[C-])C=C1 2-(4-naphthylstyryl)isocyanobenzene